10-[2,6-difluoro-4-({2-[(2-hydroxyethyl)amino]ethyl}amino)phenyl]-8-ethyl-4,15-difluoro-9-oxo-6,8,10-triazatricyclo[9.4.0.02,7]pentadeca-1(11),2(7),3,5,12,14-hexaene-13-carbonitrile FC1=C(C(=CC(=C1)NCCNCCO)F)N1C(N(C=2N=CC(=CC2C=2C(=CC(=CC12)C#N)F)F)CC)=O